C(C)(=O)C1=C(C(=O)O)C(=CC=C1)[N+](=O)[O-] 2-ACETYL-6-NITROBENZOIC ACID